N-(5-fluoro-2,3-dihydro-1H-indene-1-yl)-1-methyl-1H-indole-3-carboxamide FC=1C=C2CCC(C2=CC1)NC(=O)C1=CN(C2=CC=CC=C12)C